1-hex-anol C(CCCCC)O